Tert-butyl (S)-3-(hydroxymethyl)piperidine-1-carboxylate OC[C@@H]1CN(CCC1)C(=O)OC(C)(C)C